C(#N)C=1C2=C(SC1NC(OC(C)(C)C)=O)C(=CC=C2C2=C(C(=C1C(=NC(=NC1=C2F)SC)O)F)C(F)(F)F)F tert-butyl (3-cyano-4-(5,8-difluoro-4-hydroxy-2-(methylthio)-6-(trifluoromethyl)quinazolin-7-yl)-7-fluorobenzo[b]thiophen-2-yl)carbamate